ClC1=NC=C(C(=C1)N1N=C2C(C(NCC23CC3)=O)=C1)Cl 2'-(2,5-dichloropyridin-4-yl)-5',6'-dihydrospiro[cyclopropane-1,7'-pyrazolo[4,3-c]pyridin]-4'(2'H)-one